C(CCCCC)C(CC)(C(=O)O)CCCCCC dihexylpropylcarboxylic acid